2-(2-((5-bromo-7-methylbenzo[1,2-b:3,4-b']Difuran-3-yl)methoxy)phenyl)acetic acid ethyl ester C(C)OC(CC1=C(C=CC=C1)OCC=1C2=C(OC1)C1=C(OC(=C1)C)C(=C2)Br)=O